[1-(5-chloro-9-oxo-xanthen-3-yl)pyrrolidin-3-yl]acetic acid ClC1=C2OC=3C=C(C=CC3C(C2=CC=C1)=O)N1CC(CC1)CC(=O)O